[N+](=O)([O-])[Fe]([N+](=O)[O-])([N+](=O)[O-])[N+](=O)[O-] tetranitroiron